tert-butyl (3R)-3-{[(6-methoxy-3-nitropyridin-2-yl)oxy]methyl}-2-azabicyclo[3.1.0]hexane-2-carboxylate COC1=CC=C(C(=N1)OC[C@@H]1N(C2CC2C1)C(=O)OC(C)(C)C)[N+](=O)[O-]